BrC=1C=C2N=C(C=3N(C2=CC1)C=NC3)NCC3=C(C=C(C=C3)OC)OC 7-bromo-N-(2,4-dimethoxybenzyl)imidazo[1,5-a]quinoxalin-4-amine